C(C)(C)(C)C1=CC=C(C=C1)N(C=1C=C2C(=C3C(C=4C=CC=CC4C13)(C)C)C1=CC=C(C=C1C21C2=CC=CC=C2C=2C=CC=CC21)N(C2=CC=C(C=C2)C(C)(C)C)C2=CC=C(C=C2)C(C)(C)C)C2=CC=C(C=C2)C(C)(C)C N5',N5',N9',N9'-tetrakis{4-(tert-butyl)phenyl}-12',12'-dimethyl-12'H-spiro(fluorene-9,7'-indeno[1,2-a]fluorene)-5',9'-diamine